O[C@@H]1C[C@H](CCC1)NC1=C2C(=NC=C1C(=O)OCC)NC=C2 ethyl 4-(((1S,3S)-3-hydroxycyclohexyl)amino)-1H-pyrrolo[2,3-b]pyridine-5-carboxylate